N1=C(C=CC=C1)C1(CCC2(OCCO2)CC1)C#N 8-(pyridin-2-yl)-1,4-dioxaspiro[4.5]decane-8-carbonitrile